2-(3-(4'-fluoro-6-methyl-[1,1'-biphenyl]-3-yl)-4-(4-sulfamoylbenzyl)-1H-pyrazol-1-yl)thiazole-4-carboxylic acid FC1=CC=C(C=C1)C1=CC(=CC=C1C)C1=NN(C=C1CC1=CC=C(C=C1)S(N)(=O)=O)C=1SC=C(N1)C(=O)O